ClC1=CC=C(C(=N1)C=1C=NN(C1)C)NC(C)C=1C=2C3=C(N(C(C2C=C(C1)C)=O)C([2H])([2H])[2H])N(N=C3)C3CN(CC3)CCC#N 3-(3-(9-(1-((6-chloro-2-(1-methyl-1H-pyrazol-4-yl)pyridin-3-yl)amino)ethyl)-7-methyl-4-(methyl-d3)-5-oxo-4,5-dihydro-3H-pyrazolo[3,4-c]isoquinolin-3-yl)pyrrolidin-1-yl)propanenitrile